NC1=C2C(=NC=N1)N(N=C2C2=CC(=C(C=C2)OC)F)C(C)C=2C=C(C=CC2)C=C(C(=O)N)C (3-(1-(4-amino-3-(3-fluoro-4-methoxyphenyl)-1H-pyrazolo[3,4-d]pyrimidin-1-yl)ethyl)phenyl)methacrylamide